7-(2-((5-methyl-1-(piperidin-4-yl)-1H-pyrazol-4-yl)amino)-5-(trifluoromethyl)pyrimidin-4-yl)-3,4-dihydrothieno[2,3-f][1,4]thiazepin-5(2H)-one 1,1-dioxide CC1=C(C=NN1C1CCNCC1)NC1=NC=C(C(=N1)C1=CC2=C(C(NCCS2(=O)=O)=O)S1)C(F)(F)F